FC1C(CN2CCC=C12)F 1,2-Difluorotetrahydro-1H-pyrrolizin